COC([C@H](CC(=C)C)NC(=O)OC(C)(C)C)=O.OC1=C(C=CC(=C1)N)N1N=C2C(=N1)C=CC=C2 2-(2'-hydroxy-4'-aminophenyl)benzotriazole methyl-(S)-2-((tert-butoxycarbonyl)amino)-4-methylpent-4-enoate